(R)-N-(4-(7-amino-3-(sec-butyl)-4-oxo-4,5-dihydro-1H-pyrazolo[3,4-d]pyridazin-1-yl)benzyl)-5-fluoro-2-methoxybenzamide NC1=NNC(C2=C1N(N=C2[C@H](C)CC)C2=CC=C(CNC(C1=C(C=CC(=C1)F)OC)=O)C=C2)=O